N-vinyl-5-methyl-pyrrolidone C(=C)N1C(CCC1C)=O